(7R)-7-(1-methylcyclopropyl)-2-[(3R)-3-methylmorpholin-4-yl]-6,7-dihydro-5H-pyrazolo[1,5-a]pyrazin-4-one CC1(CC1)[C@@H]1CNC(C=2N1N=C(C2)N2[C@@H](COCC2)C)=O